C1(CCCCC1)C(C=1C=C2C=CC=C(C2=CC1)C=1C=C2C=CNC(C2=CC1)=O)O 6-(6-(cyclohexyl(hydroxy)methyl)naphthalen-1-yl)isoquinolin-1(2H)-one